Cl.Cl.F[C@@H]1[C@]2(CC[C@@](C[C@@H]1N(C=1SC3=C(C=NC(=C3)C=3C=C(C=4N(C3)C=C(N4)C)F)N1)C)(N2)C)C N-[(1R,2S,3S,5S)-2-Fluoro-1,5-dimethyl-8-azabicyclo[3.2.1]octan-3-yl]-6-(8-fluoro-2-methylimidazo[1,2-a]pyridin-6-yl)-N-methyl[1,3]thiazolo[4,5-c]pyridin-2-amin-Dihydrochlorid